NC1=NC=CC2=C1N=C(N=C2)C=2C=CC(=C(C2)C#C[C@]2(C(N(CC2)C)=O)O)C (R)-3-((5-(8-aminopyrido[3,4-d]pyrimidin-2-yl)-2-methylphenyl)ethynyl)-3-hydroxy-1-methylpyrrolidin-2-one